3-(4-amino-5-iodo-7H-pyrrolo[2,3-d]pyrimidin-7-yl)azetidine-1-carboxylic acid tert-butyl ester C(C)(C)(C)OC(=O)N1CC(C1)N1C=C(C2=C1N=CN=C2N)I